OC1CN(C1)C(=O)O[C@@H]1CC[C@H](CC1)C(N(C[C@@H]1CC[C@H](CC1)C1=CC(=C(C=C1)OC)C)C1=NC=CC(=C1)C1=CN=C(S1)C1CC1)=O trans-4-((4-(2-Cyclopropylthiazol-5-yl)pyridin-2-yl)((trans-4-(4-methoxy-3-methyl phenyl)cyclohexyl)methyl)carbamoyl)cyclohexyl 3-hydroxyazetidine-1-carboxylate